FC=1C(=C(SC1)C(C1=C(C=C(C=C1)F)OC)=O)C(=O)O 4-fluoro-2-(4-fluoro-2-methoxy-benzoyl)thiophene-3-carboxylic acid